2-([1,1'-biphenyl]-4-yl)-4-(3-bromo-5-chlorophenyl)-6-phenyl-1,3,5-triazine C1(=CC=C(C=C1)C1=NC(=NC(=N1)C1=CC(=CC(=C1)Cl)Br)C1=CC=CC=C1)C1=CC=CC=C1